3,4-dihydroxybenzeneacetonitrile OC=1C=C(C=CC1O)CC#N